((2S,4R,5R)-4-acetoxy-5-(4-(adamantan-1-ylamino)-6-chloro-1H-pyrazolo[3,4-d]pyrimidin-1-yl)-3-methyltetrahydrofuran-2-yl) methylbenzoate CC1=C(C(=O)O[C@@H]2O[C@H]([C@@H](C2C)OC(C)=O)N2N=CC=3C2=NC(=NC3NC32CC4CC(CC(C3)C4)C2)Cl)C=CC=C1